7-(2,5-dichloropyrimidin-4-yl)isoquinoline ClC1=NC=C(C(=N1)C1=CC=C2C=CN=CC2=C1)Cl